(E)-N-(3-bromo-4,5-dimethylphenyl)-2-(hydroxyimino)acetamide BrC=1C=C(C=C(C1C)C)NC(/C=N/O)=O